(1-methyl-1H-indazol-7-yl)-4-(piperazin-1-yl)pyrido[4,3-d]pyrimidine CN1N=CC2=CC=CC(=C12)C=1N=C(C2=C(N1)C=CN=C2)N2CCNCC2